2-methyl-5-((S)-2-(methylsulfonamido)-3-((S)-2-oxopyrrolidin-3-yl)propanamido)-N-((R)-1-(naphthalen-1-yl)ethyl)benzamide CC1=C(C(=O)N[C@H](C)C2=CC=CC3=CC=CC=C23)C=C(C=C1)NC([C@H](C[C@H]1C(NCC1)=O)NS(=O)(=O)C)=O